COCCNC(=O)C1=CC=C(O1)/C=C/C(=O)OC methyl (E)-3-{5-((2-methoxyethyl)carbamoyl) furan-2-yl}acrylate